(Z)-N-(bis(2,6-dimethoxyphenyl)phosphanyl)-3,5-bis(trifluoromethyl)benzimidate COC1=C(C(=CC=C1)OC)P(\N=C(\C1=CC(=CC(=C1)C(F)(F)F)C(F)(F)F)/[O-])C1=C(C=CC=C1OC)OC